[Cl-].CO[Si](OC)(OC)CCC(CC[NH+](C)C)CCCCCCCCCCCCCCC 3-(trimethoxysilylethyl)dimethyloctadecyl-ammonium chloride